1-(4-methyl-3-(2-morpholino-6-(piperidin-4-yloxy)pyridin-4-yl)phenyl)-3-(6-(trifluoromethyl)pyridin-3-yl)urea CC1=C(C=C(C=C1)NC(=O)NC=1C=NC(=CC1)C(F)(F)F)C1=CC(=NC(=C1)OC1CCNCC1)N1CCOCC1